NCC(O)C=1C=NC=CC1OC1=C(C=CC=C1)OCC1=CC=CC=C1 2-amino-1-(4-(2-(benzyloxy)phenoxy)pyridin-3-yl)ethan-1-ol